benzyl (S)-7-chloro-5-(pyrrolidin-2-yl)-3,4-dihydroisoquinoline-2(1H)-carboxylate ClC1=CC(=C2CCN(CC2=C1)C(=O)OCC1=CC=CC=C1)[C@H]1NCCC1